8-(1-aminoethyl)-3,6-dimethyl-2-(2-oxa-7-azaspiro[3.5]nonan-7-yl)quinazolin-4-one NC(C)C=1C=C(C=C2C(N(C(=NC12)N1CCC2(COC2)CC1)C)=O)C